Tri(4-bromophenyl)amine BrC1=CC=C(C=C1)N(C1=CC=C(C=C1)Br)C1=CC=C(C=C1)Br